methyl 3-(4-benzhydrylpiperazin-1-yl)-3-oxopropanoate C(C1=CC=CC=C1)(C1=CC=CC=C1)N1CCN(CC1)C(CC(=O)OC)=O